CC=1C=CC(=C(C1)O)C1=C2C(=C(N=N1)N[C@H]1CN(CCC1)C)N=CC(=C2)C 5-Methyl-2-(3-methyl-8-{[(3R)-1-methylpiperidin-3-yl]amino}pyrido[2,3-d]pyridazine-5-yl)phenol